Cl.N[C@H](C(=O)OCC1=CC=CC=C1)C1=CC=C(C=C1)Br benzyl (S)-2-amino-2-(4-bromophenyl)acetate hydrochloride